3-(dimethylamino)-2-(6-bromo-1-(phenylsulfonyl)-1H-indole-2-carbonyl)acrylonitrile CN(C=C(C#N)C(=O)C=1N(C2=CC(=CC=C2C1)Br)S(=O)(=O)C1=CC=CC=C1)C